IRON (II) CITRATE C(CC(O)(C(=O)[O-])CC(=O)[O-])(=O)[O-].[Fe+2].C(CC(O)(C(=O)[O-])CC(=O)[O-])(=O)[O-].[Fe+2].[Fe+2]